ClC=1C=NC(=NC1)N[C@H]1CN(CC1)C(=O)C1=CC(=C(C=C1)NC(\C=C\CN(C)C)=O)F (R,E)-N-(4-(3-((5-chloropyrimidin-2-yl)amino)pyrrolidine-1-carbonyl)-2-fluorophenyl)-4-(dimethylamino)but-2-enamide